C(C)(C)C1=C(C=CC=C1)NC1CNC1 3-((2-isopropylphenyl)amino)azetidine